C(C)(C)(C)OC(=O)N(C(N(C)C1=CC(=NC=N1)NC1=C(C=C(C=C1)N1CC2(CC1)CCN(CC2)C(=O)OC(C)(C)C)[N+](=O)[O-])=O)C2=C(C(=CC(=C2Cl)OC)OC)Cl tert-butyl 2-(4-((6-(3-(tert-butoxycarbonyl)-3-(2,6-dichloro-3,5-dimethoxyphenyl)-1-methylureido)pyrimidin-4-yl)amino)-3-nitrophenyl)-2,8-diazaspiro[4.5]decane-8-carboxylate